O[C@H](COC1=C(C=CC=C1)S(=O)(=O)NC)CN[C@H]1COC2(C1)CCN(CC2)S(=O)(=O)C=2C=NC=1CCNCC1C2 ((S)-2-hydroxy-3-((R)-8-(5,6,7,8-tetrahydro-1,6-naphthyridin-3-ylsulfonyl)-1-oxa-8-azaspiro[4.5]dec-3-ylamino)propoxy)-N-methylbenzenesulfonamide